O(C1=CC=CC=C1)CCO 2-phenoxyethan-1-ol